N1=NC=C2N1C=CC(=C2)OCC21CCOC(C2)C1 5-(([1,2,3]triazolo[1,5-a]pyridin-5-yloxy)methyl)-2-oxabicyclo[3.1.1]heptan